tert-butyl 4-(2-aminoethyl)piperazine-1-carboxylate NCCN1CCN(CC1)C(=O)OC(C)(C)C